4-methyl-5-(5-methylisoxazol-4-yl)-2-(piperidin-1-yl)aniline lithium vanadium [V].[Li].CC1=CC(=C(N)C=C1C=1C=NOC1C)N1CCCCC1